(S)-N-((R or S)-(3-chloro-2,4-difluorophenyl)((trans)-3-(trifluoromethyl)cyclobutyl)methyl)-5-oxopyrrolidine-3-carboxamide ClC=1C(=C(C=CC1F)[C@H](NC(=O)[C@@H]1CNC(C1)=O)[C@@H]1C[C@H](C1)C(F)(F)F)F |o1:8|